OC1=C(OC2=CC(=CC(=C2C1=O)O)O)C1=CC=C2C=CNC2=C1 3,5,7-trihydroxy-2-(1H-indol-6-yl)chromen-4-one